C(C)(C)(C)OC(=O)N1CC2=C(C=C(C(=C2C(C1)C)F)C=O)OCC1=CC=CC=C1 8-(benzyloxy)-5-fluoro-6-formyl-4-methyl-3,4-dihydroisoquinoline-2(1H)-carboxylic acid tert-butyl ester